C1(CC1)C=1C(=NN2C1C(NC(=C2)C2=CC1=C(OCCO1)C=C2)=O)C(=O)O 3-Cyclopropyl-6-(2,3-dihydro-1,4-benzodioxin-6-yl)-4-oxo-4,5-dihydropyrazolo[1,5-a]pyrazine-2-carboxylic acid